spiro[3.3]heptan C1CCC12CCC2